Cl.CNCC(C(=O)OC)(CC)C=1C=NC(=CC1)C(F)(F)F methyl 2-((methylamino)methyl)-2-(6-(trifluoromethyl)pyridin-3-yl)butanoate hydrochloride